ClC=1C=C(C=CC1OC)[C@H](C)NC(=O)C=1C=NC2=C(N=C(C=C2C1N1CCN[C@H](CC1)C)C)C1CC1 N-[(S)-1-(3-chloro-4-methoxyphenyl)ethyl]-4-[(S)-5-methyl-1,4-diazepan-1-yl]-8-cyclopropyl-6-methyl-1,7-diaza-3-naphthamide